4-fluoro-5-((4-fluoro-3-methylphenyl)carbamoyl)-1-methyl-1H-pyrrole FC=1C=CN(C1C(NC1=CC(=C(C=C1)F)C)=O)C